C1(CC1)CN1CC(CCC1)C(=O)N1[C@H](CCC1)C1=NC=CC=N1 cyclopropylmethyl-3-((R)-2-pyrimidin-2-yl-pyrrolidine-1-carbonyl)-piperidin